2-(6-(5-chloro-1-((5-(4-fluoro-3-methoxyphenyl)pyrazin-2-yl)methyl)-1H-indazole-7-Carboxamido)spiro[3.3]heptan-2-yl)ethyl acetate C(C)(=O)OCCC1CC2(C1)CC(C2)NC(=O)C=2C=C(C=C1C=NN(C21)CC2=NC=C(N=C2)C2=CC(=C(C=C2)F)OC)Cl